CN1N=C(C=C1S(=O)(=O)N1CCC2(CC(C2)N2CC3(COC3)C2)CC1)C(F)(F)F 6-(7-((1-Methyl-3-(trifluoromethyl)-1H-pyrazol-5-yl)sulfonyl)-7-azaspiro[3.5]nonan-2-yl)-2-oxa-6-azaspiro[3.3]heptane